C1(=CC=CC=C1)N(C1=CC=CC=C1)C1=CC=C(C=C1)C=C 2-(4-(N,N-diphenylamino)phenyl)ethylene